5-([1,2,4]triazolo[4,3-a]pyridin-6-yl)-N-((1s,4s)-4-methoxycyclohexyl)-7H-pyrrolo[2,3-d]pyrimidin-2-amine N=1N=CN2C1C=CC(=C2)C2=CNC=1N=C(N=CC12)NC1CCC(CC1)OC